N1=CC=C(C=C1)CNCCCCC(=O)[O-] 5-[(pyridin-4-ylmethyl)amino]pentanoate